(R)-1-(DIMETHYLAMINO)-4-METHYL-1-OXOPENTAN-2-YL METHANESULFONATE CS(=O)(=O)O[C@@H](C(=O)N(C)C)CC(C)C